COC1=CC=C(C=C1)C(=O)C1=CC=C(C=C1)N1CCCC1 (4-methoxyphenyl)(4-(pyrrolidin-1-yl)phenyl)methanone